CC1(OB(OC1(C)C)C1=C2C=CC=NC2=NC=C1)C 5-(4,4,5,5-tetramethyl-1,3,2-dioxaborolan-2-yl)-1,8-naphthyridine